FC(C1=CC=C(OC2=CC=C(C(=O)O)C=C2)C=C1)F 4-(4-(difluoromethyl)phenoxy)benzoic acid